FC(OC1=CC=C(C=C1)N1N=CC(=C1)N1CCNCC1)(F)F 1-[1-[4-(trifluoromethoxy)phenyl]pyrazol-4-yl]piperazine